3-(trimethoxysilyl)-propyl-Succinic Anhydride CO[Si](CCCC1C(=O)OC(C1)=O)(OC)OC